C(N)(=O)C12CCC(CC1)(CC2)C(=O)O 4-Carbamoyl-bicyclo[2.2.2]octane-1-carboxylic acid